p-chlorophenyl-diazoacetic acid methyl ester COC(C(=[N+]=[N-])C1=CC=C(C=C1)Cl)=O